6-chloro-3-cyclopropyl-2-fluoro-pyridine ClC1=CC=C(C(=N1)F)C1CC1